BrC=1C=C2CCN3C2=C(C1)CC(CC3)=O 9-bromo-1,2,3,4-tetrahydroazepino[3,2,1-hi]indol-6(7H)-one